(1S,3S)-3-(4-methyl-1H-pyrazol-1-yl)cyclopentan-1-ol CC=1C=NN(C1)[C@@H]1C[C@H](CC1)O